methyl-2-(4-bromophenyl)-7-fluoro-3-(1-methyl-1H-1,2,4-triazol-5-yl)-4-oxo-1,2,3,4-tetrahydro-quinoline-5-carboxylate COC(=O)C=1C=2C(C(C(NC2C=C(C1)F)C1=CC=C(C=C1)Br)C1=NC=NN1C)=O